CC1=C(C(=C(N1)C)C1=CC=CC=C1)CC methyl-ethyl-phenyl-methyl-pyrrol